4-(2-((5-(pyridin-4-yl)thiazolo[5,4-b]pyridin-2-yl)amino)pyridin-4-yl)morpholin-3-one N1=CC=C(C=C1)C1=CC=C2C(=N1)SC(=N2)NC2=NC=CC(=C2)N2C(COCC2)=O